1-isopropyl-3-methyl-3-(((tetrahydro-2H-pyran-2-yl)oxy)methyl)indoline-5-carbonitrile C(C)(C)N1CC(C2=CC(=CC=C12)C#N)(COC1OCCCC1)C